Cl.FC(C1=C(C(N)=N)C=CC=C1)(F)F 2-(trifluoromethyl)benzimidamide hydrochloride